5-chloro-N-methyl-1'-[(1-phenylpyrazol-4-yl)methyl]spiro[1H-isobenzofuran-3,4'-piperidine]-1-carboxamide ClC=1C=C2C(=CC1)C(OC21CCN(CC1)CC=1C=NN(C1)C1=CC=CC=C1)C(=O)NC